N-(1-(7-(5-(1-Hydroxyethyl)thiophen-2-yl)quinolin-5-yl)cyclopropyl)-2-methyl-5-(((s)-1-methylazetidin-2-yl)methoxy)benzamide OC(C)C1=CC=C(S1)C1=CC(=C2C=CC=NC2=C1)C1(CC1)NC(C1=C(C=CC(=C1)OC[C@H]1N(CC1)C)C)=O